trans-4-[(2-amino-3,5-dibromophenyl)amino]cyclohexanol NC1=C(C=C(C=C1Br)Br)N[C@@H]1CC[C@H](CC1)O